2-amino-5-(4-methylpiperidin-1-yl)benzamide NC1=C(C(=O)N)C=C(C=C1)N1CCC(CC1)C